FCCNCC(CC1=CC=C(C=C1)CCC1=CC=C(C=C1)CN1CCOCC1)C1=C(C(NC=N1)=O)O 6-(1-((2-fluoroethyl)amino)-3-(4-(4-(morpholinomethyl)phenethyl)phenyl)propan-2-yl)-5-hydroxypyrimidin-4(3H)-one